4-{[(1S)-2-hydroxy-1-phenylethyl]amino}-2-[(2-methyl-3-oxo-1,2,3,4-tetrahydroisoquinolin-7-yl)amino]pyrimidine-5-carboxylic Acid OC[C@H](C1=CC=CC=C1)NC1=NC(=NC=C1C(=O)O)NC1=CC=C2CC(N(CC2=C1)C)=O